2-(hydroxymethyl)-7-(trifluoromethyl)-6-[1-(3,3,3-trifluoropropyl)-1H-pyrazol-4-yl]-5H-[1,3,4]thiadiazolo[3,2-a]pyrimidin-5-one OCC1=NN2C(=NC(=C(C2=O)C=2C=NN(C2)CCC(F)(F)F)C(F)(F)F)S1